tert-butyl N-[(3R)-5-[[4-(11-aminoundecoxy)phenyl]methyl]-7-(5-tert-butyl-1,3,4-oxadiazol-2-yl)-8-fluoro-1,1,4-trioxo-2,3-dihydro-1λ6,5-benzothiazepin-3-yl]carbamate NCCCCCCCCCCCOC1=CC=C(C=C1)CN1C([C@H](CS(C2=C1C=C(C(=C2)F)C=2OC(=NN2)C(C)(C)C)(=O)=O)NC(OC(C)(C)C)=O)=O